NC1=NC(=C2C(=N1)N(N=C2)CC2=CC=C(C=C2)N)C=2C=C(C#N)C=CC2 3-(6-amino-1-(4-aminobenzyl)-1H-pyrazolo-[3,4-d]-pyrimidin-4-yl)-benzonitrile